C(C)C1=NN=C2N1C1=C(C(=C(C=C1NC2(C)C)F)C=2C=C(C=C1C=CNC21)F)F 1-ethyl-7,9-difluoro-8-(5-fluoro-1H-indol-7-yl)-4,4-dimethyl-4,5-dihydro-[1,2,4]triazolo[4,3-a]quinoxaline